tert-butyl((1-(iodomethyl)cyclopropyl)methoxy)diphenylsilane C(C)(C)(C)[Si](C1=CC=CC=C1)(C1=CC=CC=C1)OCC1(CC1)CI